N-(1-(5-(3-Cyano-6-((1-cyanocyclopropyl)methoxy)pyrazolo[1,5-a]pyridin-4-yl)pyridin-2-yl)-4-methylpiperidine-4-yl)-3-fluoromethylpyridineamide C(#N)C=1C=NN2C1C(=CC(=C2)OCC2(CC2)C#N)C=2C=CC(=NC2)N2CCC(CC2)(C)NC(=O)C2=NC=CC=C2CF